trifluoro(methyl)-λ4-sulfane FS(C)(F)F